ClC=1C=C(C=CC1C=1N(C2=NC=NC(=C2N1)OC1(CC1)C)CC=1OC(=NN1)C1CC1)CC(=O)N 2-(3-chloro-4-(9-((5-cyclopropyl-1,3,4-oxadiazol-2-yl)methyl)-6-(1-methylcyclopropoxy)-9H-purin-8-yl)phenyl)acetamide